C(C)OC(=O)C1(CCCC1)NC(\C=C\C1=CC(=C(C=C1)OCC1=C(C=CC(=C1)F)Cl)OC)=O (E)-1-(3-(4-((2-chloro-5-fluorobenzyl)oxy)-3-methoxyphenyl)acrylamido)cyclopentane-1-carboxylic acid ethyl ester